FC(C=1C(=C(C=CC1)[C@@H](C)NC=1C2=C(N=C(N1)C)N=C(C(=C2)C2CCN(CC2)C(C)C)OC2CN(C2)C)F)F (R)-N-(1-(3-(difluoromethyl)-2-fluorophenyl)ethyl)-6-(1-isopropylpiperidin-4-yl)-2-methyl-7-((1-methylazetidin-3-yl)oxy)pyrido[2,3-d]pyrimidin-4-amine